FC1(CCC=2C=CN(CC21)S(=O)(=O)C)F 7,7-difluoro-2-(methylsulfonyl)-6,7-dihydro-5H-cyclopenta[d]pyridine